C(C=C)C=1C=C(C=C(C1)F)C[C@H](C(=O)OC(C)(C)C)[C@@H]1CN(CC1)C(=O)OC(C)(C)C tert-butyl (R)-3-((S)-3-(3-allyl-5-fluorophenyl)-1-(tert-butoxy)-1-oxopropan-2-yl)pyrrolidine-1-carboxylate